N-(2,2-dimethylpropyl)-6-(3-fluoroanilino)-2-methyl-[1,3]dioxolo[4,5-c]pyridine-4-carboxamide CC(CNC(=O)C1=NC(=CC2=C1OC(O2)C)NC2=CC(=CC=C2)F)(C)C